S(=O)([O-])S(=O)[O-].[Na+].[Na+] Sodium Dithionit